C1(CC1)C([C@@H](C(=O)NC1=NC(=C(C=C1)C=1C(=NC=CC1)C)F)NC(OCC1=CC=CC=C1)=O)C1CC1 benzyl N-[(1S)-1-(dicyclopropylmethyl)-2-[[6-fluoro-5-(2-methyl-3-pyridyl)-2-pyridyl]amino]-2-oxo-ethyl]carbamate